Tert-Butyl-4-(1,7-dimethyl-2,3-dioxo-2,3-dihydropyrido[2,3-b]pyrazin-4(1H)-yl)piperidine C(C)(C)(C)N1CCC(CC1)N1C2=C(N(C(C1=O)=O)C)C=C(C=N2)C